C(C)(C)(C)OC(C1=C(N=CC(=C1)NC(C)C)NC1CCCCC1)=O 2-(Cyclohexylamino)-5-(isopropylamino)nicotinic acid tert-butyl ester